benzenedibutanol C=1(C(=CC=CC1)CCCCO)CCCCO